7-Fluoro-9-methyl-1-phenyl-3-(trifluoromethyl)-3H-pyrrolo[1,2-a]indol-3-ol FC1=CC=2C(=C3N(C2C=C1)C(C=C3C3=CC=CC=C3)(O)C(F)(F)F)C